4-(1-(5-(6-chloro-7-fluoro-3-(1H-imidazol-1-yl)-5-methoxy-1-methyl-1H-indol-2-yl)-1H-1,2,4-triazol-3-yl)ethyl)morpholine ClC1=C(C=C2C(=C(N(C2=C1F)C)C1=NC(=NN1)C(C)N1CCOCC1)N1C=NC=C1)OC